CC1(CC(=CC(=C1)C)C)S(=O)(=O)O 1,3,5-trimethylbenzenesulfonic acid